[C@@H]12OC[C@@H](N(C1)CCCCN1C3=CC=C(C=C3OC=3C=C(C=CC13)Br)Br)C2 10-(4-((1S,4S)-2-oxa-5-azabicyclo[2.2.1]heptan-5-yl)butyl)-3,7-dibromo-10H-phenoxazine